5-amino-3-(2-(4-(2,4-difluoro-5-(((3R,4S)-4-fluoropyrrolidin-3-yl)oxy)phenyl)piperazin-1-yl)ethyl)-8-(furan-2-yl)thiazolo[5,4-e][1,2,4]triazolo[1,5-c]pyrimidin-2(3H)-one NC1=NC2=C(C=3N1N=C(N3)C=3OC=CC3)SC(N2CCN2CCN(CC2)C2=C(C=C(C(=C2)O[C@@H]2CNC[C@@H]2F)F)F)=O